indenyl-zirconium (IV) C1(C=CC2=CC=CC=C12)[Zr+3]